C1(CC1)C(COC)N(C(C(=O)NC=1C=C(C(=NC1)NC(OC(C)(C)C)=O)C)=O)CC1=NC=C(C=C1)C(F)(F)F tert-butyl (5-(2-((1-cyclopropyl-2-methoxyethyl) ((5-(trifluoromethyl)pyridin-2-yl)methyl)amino)-2-oxoacetamido)-3-methylpyridin-2-yl)carbamate